3-fluoro-7-methyl-1,2-dihydroquinolin-2-one FC=1C(NC2=CC(=CC=C2C1)C)=O